10-Methyl-2-nitroacridin-9(10H)-one CN1C=2C=CC(=CC2C(C2=CC=CC=C12)=O)[N+](=O)[O-]